[Br-].C1(CC1)[P+](C1=CC=CC=C1)(C1=CC=CC=C1)C1=CC=CC=C1 cyclopropyltriphenyl-phosphonium bromide